4-[(3S)-3-amino-3-methylpyrrolidin-1-yl]-N-[(1S)-1-cyclopropylethyl]-5-(3-fluorophenyl)-6-methylpyridine-3-carboxamide N[C@@]1(CN(CC1)C1=C(C=NC(=C1C1=CC(=CC=C1)F)C)C(=O)N[C@@H](C)C1CC1)C